ClC1=C(C(=C(C=C1OC)OC)Cl)C1=CC2=C(N=C(N=C2)N[C@H]2[C@H](COC2)NC(C=C)=O)C(=N1)N1CC(C1)(F)F N-((3R,4S)-4-((6-(2,6-dichloro-3,5-dimethoxyphenyl)-8-(3,3-difluoroazetidin-1-yl)pyrido[3,4-d]pyrimidin-2-yl)amino)tetrahydrofuran-3-yl)acryl-amide